FC=1C=C2C=NN(C2=CC1O)C1=CC=C(C=C1)C1=CC=C(C=C1)C 5-Fluoro-1-(4'-methyl-[1,1'-biphenyl]-4-yl)-1H-indazol-6-ol